C(C)(C)(C)OC(=O)N1C[C@@H](N(CC1)C(=O)C1=NC=C(C=C1Cl)C(F)(F)F)CO (R)-4-(3-chloro-5-(trifluoromethyl)pyridinoyl)-3-(hydroxymethyl)piperazine-1-carboxylic acid tert-butyl ester